3-methyl-9-(methylsulfanyl)-13-(morpholine-4-carbonyl)-16-thia-2,4,5,8-tetraazatetracyclo[8.6.0.02,6.011,15]Hexadeca-1(10),3,5,8,11(15)-pentaene CC=1N2C=3SC=4CC(CC4C3C(=NCC2=NN1)SC)C(=O)N1CCOCC1